NC1=C(C(=NN1)C1=CC=C(C#N)C=C1)C1=CC=C(C=C1)Cl 4-[5-amino-4-(4-chlorophenyl)-1H-pyrazol-3-yl]benzonitrile